4-(6-((1R,5S,6s)-6-amino-3-azabicyclo[3.1.0]hexan-3-yl)pyridin-3-yl)-6-ethoxypyrazolo[1,5-a]pyridine-3-carbonitrile hydrochloride Cl.NC1[C@@H]2CN(C[C@H]12)C1=CC=C(C=N1)C=1C=2N(C=C(C1)OCC)N=CC2C#N